FC1=C(C2=C(C(=C(C(=C2C(=C1F)F)F)F)F)F)[B-](C1=C(C(=C(C2=C(C(=C(C(=C12)F)F)F)F)F)F)F)(C1=C(C(=C(C2=C(C(=C(C(=C12)F)F)F)F)F)F)F)C1=C(C(=C(C2=C(C(=C(C(=C12)F)F)F)F)F)F)F.C1(=CC=CC=C1)[C+](C1=CC=CC=C1)C1=CC=CC=C1 Triphenylcarbon tetrakis(perfluoronaphthyl)borate